5-(2-fluoro-6-hydroxy-3-(3,3,3-trifluoroprop-1-yn-1-yl)phenyl)-1,2,5-thiadiazolidin-3-one 1,1-dioxide FC1=C(C(=CC=C1C#CC(F)(F)F)O)N1CC(NS1(=O)=O)=O